pyrido-[2,3-d]pyrimidin-2(1H)-one N1C(N=CC2=C1N=CC=C2)=O